methyl (1S,3S)-3-aminocyclopentane-1-carboxylate hydrochloride Cl.N[C@@H]1C[C@H](CC1)C(=O)OC